triethyl-cyclohexyl-ammonium hydroxide [OH-].C(C)[N+](C1CCCCC1)(CC)CC